COC([C@@H](N)CC1(C=NC2=CC=CC=C12)C(\C=C\C=1C(=NN(C1)C1=CC(=CC=C1)Cl)CCC1=CC=CC=C1)=O)=O 3-(E)-(3-(1-(3-chlorophenyl)-3-phenethyl-1H-pyrazol-4-yl)acryloyl)-L-tryptophan methyl ester